BrCC(=O)C12COC(CC1)(C2)COC 2-bromo-1-(1-(methoxymethyl)-2-oxabicyclo[2.2.1]hept-4-yl)ethan-1-one